NC1=C(C=CC(=N1)CC1=CC=C2[C@](NC(NC2=C1)=O)(C(F)(F)F)C#CC1CC1)CO (S)-7-((6-amino-5-(hydroxymethyl)pyridin-2-yl)methyl)-4-(cyclopropylethynyl)-4-(trifluoromethyl)-3,4-dihydroquinazolin-one